C(CC)NC(O[C@@H]1C[C@@H](CC1)C1=CC(=NN1)NC(CC=1N=C2N(C=CC=C2)C1)=O)=O (1S,3R)-3-{3-[(imidazo-[1,2-a]pyridin-2-ylacetyl)-amino]-1H-pyrazol-5-yl}-cyclopentyl propyl-carbamate